SCCSC1=C(C(=C(C=C1)SCCS)SCCS)SCCS 1,2,3,4-tetra(mercaptoethylthio)benzene